methylene-bis(4-methyl-6-t-butylphenol) C(C1=C(C(=CC(=C1)C)C(C)(C)C)O)C1=C(C(=CC(=C1)C)C(C)(C)C)O